6-[4-(hydroxymethyl)-1-piperidyl]-N-[1-[(4-methoxyphenyl)methyl]-5-(5-methyl-1H-benzimidazol-2-yl)pyrazol-3-yl]pyridine-3-carboxamide OCC1CCN(CC1)C1=CC=C(C=N1)C(=O)NC1=NN(C(=C1)C1=NC2=C(N1)C=CC(=C2)C)CC2=CC=C(C=C2)OC